ClC=1SC=C(N1)C1(CN(CCC1)C=1C=NC(=CC1CO)C1=CC=C(C=C1)F)NC(OC)=O Methyl (3-(2-chlorothiazol-4-yl)-1-(6-(4-fluorophenyl)-4-(hydroxymethyl)pyridin-3-yl)piperidin-3-yl)carbamate